2-Ethyl-isothiourea hydrobromide Br.C(C)SC(N)=N